C(C)(C)(C)OC(=O)N1C[C@@H]2C([C@@H]2C1)C(N)=O (1s,5r)-6-carbamoyl-3-azabicyclo[3.1.0]hexane-3-carboxylic acid tert-butyl ester